1-(1-benzylindol-6-yl)-N-[3-(1,1-difluoroethyl)phenyl]-3-methyl-5-oxo-4H-pyrazole-4-carboxamide C(C1=CC=CC=C1)N1C=CC2=CC=C(C=C12)N1N=C(C(C1=O)C(=O)NC1=CC(=CC=C1)C(C)(F)F)C